CN1C(N(C2=NC(=NC=C12)SC)C1(CCC1)C#N)=O trans-(7-Methyl-2-(methylthio)-8-oxo-7,8-dihydro-9H-purin-9-yl)cyclobutane-1-carbonitrile